2-[2-(octahydro-1H-isoindol-2-yl)-2-oxoethyl]-2,3-dihydro-1H-isoindol-1-one C1N(CC2CCCCC12)C(CN1C(C2=CC=CC=C2C1)=O)=O